CC1(C2CCC=3[C@@H]4CC[C@H]([C@@H](CCCC(CO)C)C)[C@]4(C=CC3[C@]2(CCC1)C)C)C 4,4-dimethylcholesta-8,11-dienol